(+)-1-(3-dimethylaminopropyl)-1-(4-fluorophenyl)-1,3-dihydroisobenzofuran-5-nitrile oxalate C(C(=O)O)(=O)O.CN(CCCC1(OCC2=CC(=CC=C12)C#N)C1=CC=C(C=C1)F)C